dilinoleylcarbamyl-3-dimethylaminopropane C(CCCCCCC\C=C/C\C=C/CCCCC)N(C(=O)CCCN(C)C)CCCCCCCC\C=C/C\C=C/CCCCC